FC(S(=O)(=O)OC=1C=CC2=C(CC(C=3C(=NC=NC23)N)(C)C)C1N(C)CCC#N)(F)F [4-amino-7-[2-cyanoethyl(methyl)amino]-5,5-dimethyl-6H-benzo[h]quinazolin-8-yl] trifluoromethanesulfonate